((S)-3-(3,5-difluorophenyl)isoxazolidin-2-yl)((3R,4S)-3-fluoro-1-(6-((S)-methylsulfinyl)pyrimidin-4-yl)piperidin-4-yl)methanone FC=1C=C(C=C(C1)F)[C@H]1N(OCC1)C(=O)[C@H]1[C@H](CN(CC1)C1=NC=NC(=C1)[S@@](=O)C)F